[18F]C1=C(C=CC=C1)I [18F]fluoroiodobenzene